ethyl-(2,2,3,3,3-pentafluoro n-propyl) ether C(C)OCC(C(F)(F)F)(F)F